1-(4-methoxyindolin-1-yl)-2-((2-methyl-5-(3-methyl-1,2,4-oxadiazol-5-yl)phenyl)amino)ethan-1-one COC1=C2CCN(C2=CC=C1)C(CNC1=C(C=CC(=C1)C1=NC(=NO1)C)C)=O